(2S,5R)-Fmoc-2-amino-4-(3-Boc-2,2-dimethyl-oxazolidin-5-yl)-butyric acid C(=O)(OCC1C2=CC=CC=C2C2=CC=CC=C12)[C@@](C(=O)O)(CC[C@@H]1CN(C(O1)(C)C)C(=O)OC(C)(C)C)N